C[C@]1(CC2=CC=C(C=C2C1)C)CO (-)-(R)-2,5-DIMETHYL-2-INDANMETHANOL